2-chloro-4-(cyclopentyloxy)-5-nitrobenzonitrile ClC1=C(C#N)C=C(C(=C1)OC1CCCC1)[N+](=O)[O-]